C(C)(=O)OCC=1C(=NC2=CC(=CC=C2C1)CBr)Cl [7-(bromomethyl)-2-chloroquinolin-3-yl]methyl acetate